ethyl (E)-3-(2-((4-(2-(4-chloro-2-fluorophenyl)-2-methylbenzo[d][1,3]dioxol-4-yl)piperidin-1-yl)methyl)-1-((4-methyloxazol-5-yl)methyl)-1H-imidazol-5-yl)acrylate ClC1=CC(=C(C=C1)C1(OC2=C(O1)C=CC=C2C2CCN(CC2)CC=2N(C(=CN2)/C=C/C(=O)OCC)CC2=C(N=CO2)C)C)F